BrCCCC\C=C\CCCCCBr (E)-1,11-dibromoundec-5-ene